CN1N=C(C(=C1)C1=CC=NC=C1)C1=CC=C(OCC2=NC3=CC=CC=C3C(N2)=O)C=C1 2-[[4-[1-Methyl-4-(4-pyridyl)pyrazol-3-yl]phenoxy]methyl]-3H-quinazolin-4-one